CC1=NCCC=2C3=CC=C(C=C3NC12)OC 1-methyl-7-methoxy-3,4-dihydro-β-carboline